(3R,4S)-2-(4-aminopyrrolo[2,1-f][1,2,4]triazin-7-yl)-3,4-bis(benzyloxy)-5,5-bis((benzyloxy)methyl)tetrahydrofuran-2-ol NC1=NC=NN2C1=CC=C2C2(OC([C@H]([C@H]2OCC2=CC=CC=C2)OCC2=CC=CC=C2)(COCC2=CC=CC=C2)COCC2=CC=CC=C2)O